OC1=C(C=O)C=CC(=C1O)O (2,3,4-trihydroxy)benzaldehyde